BrC1=NNC(=N1)CO (3-bromo-1H-1,2,4-triazol-5-yl)methanol